7'-(4-cyclopropyl-6-methoxypyrimidin-5-yl)-1'-(3-fluoro-4-(1-methyl-4-(trifluoromethyl)-1H-imidazol-2-yl)benzyl)spiro[cyclopropane-1,4'-pyrimido[4,5-d][1,3]oxazine]-2'(1'H)-one C1(CC1)C1=NC=NC(=C1C=1N=CC2=C(N(C(OC23CC3)=O)CC3=CC(=C(C=C3)C=3N(C=C(N3)C(F)(F)F)C)F)N1)OC